Pentamethylcyclopentadienyl-dimethyl-(1-benzyl-6,6-dimethyl-1,5,6,7-tetrahydro-s-indacenyl)hafnium CC1=C(C(=C(C1([Hf](C1(C=CC2=CC=3CC(CC3C=C12)(C)C)CC1=CC=CC=C1)(C)C)C)C)C)C